[5-(methoxymethyl)-1-methyl-1H-pyrazol-4-yl]carboxylic acid COCC1=C(C=NN1C)C(=O)O